C(C)(C)(C)OC(=O)NC=1C=C(C(=O)[O-])C=CC1 3-((tert-butoxycarbonyl)amino)benzoate